C1(=CC=CC=C1)C1=C(C(=NN=N1)C=1[Se]C2=C(C1C1=C(C=CC=C1)C1=CC=CC=C1)C=CC=C2)C2=CC=CC=C2 diphenyl[(biphenylyl)benzoselenophenyl]triazine